C(=O)OC(C(F)(F)F)C(F)(F)F 1,1,1,3,3,3-Hexafluoro-2-propanyl formate